Dimethyl 1-Bromoisoquinoline-4,5-dicarboxylate BrC1=NC=C(C=2C(=CC=CC12)C(=O)OC)C(=O)OC